diethyl ((3-bromo-5-(((3-methoxyphenyl)amino)methyl)benzo[b]thiophen-2-yl)difluoromethyl)phosphonate BrC=1C2=C(SC1C(F)(F)P(OCC)(OCC)=O)C=CC(=C2)CNC2=CC(=CC=C2)OC